COC(=O)C=1C(N(C2=CC(=CC=C2C1N)C(F)(F)F)C1=CC=C(C=C1)C(CC)O)=O 4-Amino-1-(4-(1-hydroxypropyl)phenyl)-2-oxo-7-(trifluoromethyl)-1,2-dihydroquinoline-3-carboxylic acid methyl ester